NCC1=CC=C(NC2=CC=C(C=C2)N2CCCCC2)C=C1 4-(aminomethyl)-N-(4-(piperidin-1-yl)phenyl)aniline